C(CCCCCCCCCCCCCCCCC)(=O)C([N+](C)(CCO)CC)C(CCCCCCCCCCCCCCCCC)=O Distearoylethyl-Hydroxyethyl-Dimethyl-Ammonium